N-(4-(4-amino-7-methyl-5-(3-methyl-4-((4-methylpyrimidin-2-yl)oxy)phenyl)-7H-pyrrolo[2,3-d]pyrimidin-6-yl)-3-fluorophenyl)methacrylamide NC=1C2=C(N=CN1)N(C(=C2C2=CC(=C(C=C2)OC2=NC=CC(=N2)C)C)C2=C(C=C(C=C2)NC(C(=C)C)=O)F)C